C(C)(C)(C)OC(=O)N1CCC=2C=C(C(=NC2C1)OCC1=C(C=C(C=C1)Cl)F)C1CC1 2-((4-chloro-2-fluorobenzyl)oxy)-3-cyclopropyl-5,8-dihydro-1,7-naphthyridine-7(6H)-carboxylic acid tert-butyl ester